[3-[[2,4-bis(Trifluoromethyl)phenyl]methoxy]azetidin-1-yl]-[3-(1H-1,2,4-triazol-5-yl)pyrrolidin-1-yl]methanone FC(C1=C(C=CC(=C1)C(F)(F)F)COC1CN(C1)C(=O)N1CC(CC1)C1=NC=NN1)(F)F